FC1=C(C(=CC=C1)F)C#CC=1C=C2C(=CC=NC2=CC1)N(C)C 6-((2,6-difluorophenyl)ethynyl)-N,N-dimethylquinolin-4-amine